5-(chloromethyl)-1-cyclopropyl-4-(2,6-dichlorophenyl)-1H-1,2,3-triazole ClCC1=C(N=NN1C1CC1)C1=C(C=CC=C1Cl)Cl